nonyl 8-((3-(but-3-yn-1-yloxy)-3-oxopropyl)(3-(dimethylamino)propyl)amino)octanoate C(CC#C)OC(CCN(CCCCCCCC(=O)OCCCCCCCCC)CCCN(C)C)=O